2-chloro-5-(2-chloro-5-isobutylthiazol-4-yl)phenol ClC1=C(C=C(C=C1)C=1N=C(SC1CC(C)C)Cl)O